FC1=CC=C(C=C1)C=1N=C(NC1C1=CC=NC=C1)C1OCC(CO1)(C)C(=O)N1CCOCC1 [2-[4-(4-fluorophenyl)-5-pyridin-4-yl-1H-imidazol-2-yl]-5-methyl-1,3-dioxan-5-yl]-morpholin-4-ylmethanone